3-(2-methoxymethoxy-5-methoxy-phenyl)-3-(phenyl)-acrylic acid COCOC1=C(C=C(C=C1)OC)C(=CC(=O)O)C1=CC=CC=C1